O=C1CCCN1 (S)-5-Oxopyrrolidine